C(CCSSCCC(=O)O)(=O)O.OCC(CO)(CO)CO pentaerythritol dithio-dipropionate